ClC=1C(=NC=C(C1)C(F)(F)F)C(=O)NC(NC1=C(C=C(C=C1)C)C(NC)=O)=O 3-chloro-N-((4-methyl-2-(methylcarbamoyl)phenyl)Carbamoyl)-5-(trifluoromethyl)picolinamide